benzyl (1S,3S,5R)-5-((((E)-6-ethoxy-6-oxohex-2-en-1-yl)oxy)methyl)-2-azabicyclo[3.1.0]hexane-3-carboxylate C(C)OC(CC/C=C/COC[C@@]12C[C@H](N[C@H]2C1)C(=O)OCC1=CC=CC=C1)=O